O[C@@H](CNC(C1=NC=C(C=C1)NC=1OC(=CN1)C1=CC=C(C=C1)C(F)(F)F)=O)CO (S)-N-(2,3-Dihydroxypropyl)-5-((5-(4-(trifluoromethyl)phenyl)oxazol-2-yl)amino)picolinamide